tert-butyl 5-methyl-2-oxo-3-phenylindoline-1-carboxylate CC=1C=C2C(C(N(C2=CC1)C(=O)OC(C)(C)C)=O)C1=CC=CC=C1